(2-hydroxy-5-methyl-3-nitrophenyl)(3-nitrophenyl)methanone OC1=C(C=C(C=C1[N+](=O)[O-])C)C(=O)C1=CC(=CC=C1)[N+](=O)[O-]